(3R)-4-amino-N-((1R)-2,2-dimethylcyclopropyl)-3-methyl-N-((5-(trifluoromethyl)-2-pyridinyl)methyl)-1,3-dihydrofuro[3,4-c]quinoline-8-carboxamide NC1=NC=2C=CC(=CC2C2=C1[C@H](OC2)C)C(=O)N(CC2=NC=C(C=C2)C(F)(F)F)[C@H]2C(C2)(C)C